C(C)(=O)NC1=CC=C(C=C1)C1=C(C(=CC=C1)C=CC=1C(=CC(=CC1)N=C=S)S(=O)(=O)O)S(=O)(=O)O 4-acetamido-4'-isothiocyanatophenyl-stilbene-2,2'-disulfonic acid